C(C)N(C1=CC=C2C(=C(C(OC2=C1)=O)C=1SC2=C(N1)C=CC(=C2)S(=O)(=O)Cl)C2=C(C(=O)O)C=CC=C2)CC 2-(7-(diethylamino)-2-oxo-3-(6-chlorosulfonylbenzothiazol-2-yl)-2H-chromen-4-yl)benzoic acid